BrC1=CC=C2CC(NC2=C1)C 6-bromo-2-methyl-2,3-dihydro-1H-indole